tert-butyl (3S,4S)-3-[(2,4-difluoro-5-nitro-benzoyl)amino]-4-fluoro-piperidine-1-carboxylate FC1=C(C(=O)N[C@H]2CN(CC[C@@H]2F)C(=O)OC(C)(C)C)C=C(C(=C1)F)[N+](=O)[O-]